C(C)C1=CC2=C(C=CO2)C=C1C1=CC2=C(N=N1)N(C=N2)C2CC(C2)(C)O 6-ethyl-5-[7-(3-hydroxy-3-methyl-cyclobutyl)imidazo[4,5-c]pyridazin-3-yl]benzofuran